1-(4-(3-(4-hydroxyphenyl)-1H-pyrrolo[2,3-b]pyridin-5-yl)benzyl)piperidin-3-ol OC1=CC=C(C=C1)C1=CNC2=NC=C(C=C21)C2=CC=C(CN1CC(CCC1)O)C=C2